(E)-3-(4-(allyloxy)-3-methoxyphenyl)acryloyl-hydrazine C(C=C)OC1=C(C=C(C=C1)/C=C/C(=O)NN)OC